5-(pyridin-4-yl)benzo[b]thiophene-7-carbonitrile N1=CC=C(C=C1)C1=CC2=C(SC=C2)C(=C1)C#N